C[C@]12C[C@@H]([C@]3([C@H]([C@@H]1C[C@@H]4[C@]2(OC(O4)(C)C)C(=O)CO)C[C@@H](C5=CC(=O)C=C[C@@]53C)F)F)O The molecule is a fluorinated steroid that is flunisolide in which the hydrogen at position 9 is replaced by fluorine. A corticosteroid with glucocorticoid activity, it is used (both as the anhydrous form and as the dihydrate) in creams, gels and ointments for the treatment of various skin disorders. It has a role as an anti-inflammatory drug and an antipruritic drug. It is an 11beta-hydroxy steroid, a 21-hydroxy steroid, a 20-oxo steroid, a cyclic ketal, a glucocorticoid, a fluorinated steroid, a 3-oxo-Delta(1),Delta(4)-steroid, an organic heteropentacyclic compound and a primary alpha-hydroxy ketone.